(R)-N,N-dimethyl-N'-(5-(N-(2,2,2-trifluoro-1-(4-fluorophenyl)ethyl)sulfamoyl)benzo[d]thiazol-2-yl)formimidamide CN(C=NC=1SC2=C(N1)C=C(C=C2)S(N[C@@H](C(F)(F)F)C2=CC=C(C=C2)F)(=O)=O)C